iminobispropylamine N=CCCNCCC